NC1=C(C=CC(=C1F)Br)NC(C(=O)OC)C(C)O methyl 2-((2-amino-4-bromo-3-fluorophenyl) amino)-3-hydroxybutyrate